6-[2-[[4-[5-(Difluoromethyl)-1,3,4-oxadiazol-2-yl]-3-fluorophenyl]methyl]tetrazol-5-yl]-N-methylquinolin-2-amine FC(C1=NN=C(O1)C1=C(C=C(C=C1)CN1N=C(N=N1)C=1C=C2C=CC(=NC2=CC1)NC)F)F